C(C)(C)(C)C=1C=CC=2N(C3=CC=C(C=C3C2C1)C(C)(C)C)C=1C=CC=2N(C3=CC=C(C=C3C2C1)N1C2=CC=C(C=C2C=2C=C(C=CC12)C(C)(C)C)C(C)(C)C)C1=NC(=CC=C1)C1=CC(=CC=C1)N1C2=CC=C(C=C2C=2C=C(C=CC12)N1C2=CC=C(C=C2C=2C=C(C=CC12)C(C)(C)C)C(C)(C)C)N1C2=CC=C(C=C2C=2C=C(C=CC12)C(C)(C)C)C(C)(C)C 3,3'',6,6''-tetra-tert-butyl-9'-(6-(3-(3,3'',6,6''-tetra-tert-butyl-9'H-[9,3':6',9''-tercarbazol]-9'-yl)-phenyl)pyridine-2-yl)-9'H-9,3':6',9''-tercarbazole